5-chloro-2-[(3-fluoroazetidin-1-yl)methyl]-7,8-dihydro-6H-spiro[[1,3]oxazolo[5,4-f]quinazoline-9,1'-cyclohexan]-7-one ClC=1C=C2C(=C3C1NC(NC31CCCCC1)=O)OC(=N2)CN2CC(C2)F